6,7-dihydro-8H-pyrazolo[1,5-a]pyrrolo[3,2-e]pyrimidine-8-carboxylate N1=CC=C2N1C1=C(C=N2)CCN1C(=O)[O-]